[Cl-].C(=C)C1=CC=C(C=C1)C(=O)C(=O)C1=CC=CC=C1 4-Vinylbenzil chloride